O=C1NC(CCC1C1=NN(C2=C(C=CC=C12)N(C1CCC2(CN(C2)C(=O)OC(C)(C)C)CC1)C)C)=O tert-butyl 7-((3-(2,6-dioxopiperidin-3-yl)-1-methyl-1H-indazol-7-yl) (methyl) amino)-2-azaspiro[3.5]nonane-2-carboxylate